ethyl 2-[2-(6-chloro-5-fluoro-3-pyridyl)-5-(trifluoromethyl)pyrazol-3-yl]acetate ClC1=C(C=C(C=N1)N1N=C(C=C1CC(=O)OCC)C(F)(F)F)F